3-((8-methoxy-2-(6-methoxypyridin-3-yl)chroman-6-yl)methyl)-6-(2-methyl-1H-imidazol-1-yl)-3H-imidazo[4,5-b]pyridine COC=1C=C(C=C2CCC(OC12)C=1C=NC(=CC1)OC)CN1C=NC=2C1=NC=C(C2)N2C(=NC=C2)C